(R)-3-Hydroxy-3-(3-(6-(2-(((R)-1-(imidazo[1,2-a]pyridin-7-yl)ethyl)amino)pyrimidin-4-yl)pyridin-2-yl)isoxazol-5-yl)-1-methylpyrrolidin-2-one O[C@@]1(C(N(CC1)C)=O)C1=CC(=NO1)C1=NC(=CC=C1)C1=NC(=NC=C1)N[C@H](C)C1=CC=2N(C=C1)C=CN2